[N+](=O)([O-])C=1C=C(C(=NC1)N1N=CC=N1)C(F)(F)F 5-Nitro-2-(2H-1,2,3-triazol-2-yl)-3-(trifluoromethyl)pyridine